2-Amino-6-((2S)-1-((5-methoxy-7-methyl-1H-indol-4-yl)methyl)-4-(3,3,3-trifluoropropyl)piperazin-2-yl)pyridine-3-carboxamide NC1=NC(=CC=C1C(=O)N)[C@H]1N(CCN(C1)CCC(F)(F)F)CC1=C2C=CNC2=C(C=C1OC)C